CSC(C)(C)SC 2,2-dimethylthiopropane